CC1=C(OC(C(=O)O)(C)C)C(=CC(=C1)CN1C=NN(C1=O)C1=CC=C(C=C1)OC(F)(F)F)C 2-(2,6-Dimethyl-4-((5-oxo-1-(4-(trifluoromethoxy)phenyl)-1,5-dihydro-4H-1,2,4-triazol-4-yl)methyl)phenoxy)-2-methylpropanoic acid